phosphinanimine P1C(CCCC1)=N